C(C)N(C(=O)C1=C(OC2=C(N=CN=N2)N2CC3(C2)CCN(CC3)CC=3C(=C2C=C(N(C2=CC3)CCO)C(=O)NC)C)C=CC(=C1)F)C(C)C 5-((2-(6-(2-(ethyl-(isopropyl)carbamoyl)-4-fluorophenoxy)-1,2,4-triazin-5-yl)-2,7-diazaspiro[3.5]nonan-7-yl)methyl)-1-(2-hydroxyethyl)-N,4-dimethyl-1H-indole-2-carboxamide